CN([C@@H]1CN(C[C@H]1C(NCCCCCCCCCCCCCC)=O)C(=O)OC(C)(C)C)C tert-butyl (3S,4R)-3-(dimethylamino)-4-(tetradecylcarbamoyl)pyrrolidine-1-carboxylate